(2-((1-cyclopropyl-1H-pyrazol-4-yl)amino)-5-(difluoromethyl)pyrimidin-4-yl)benzoic acid methyl ester COC(C1=C(C=CC=C1)C1=NC(=NC=C1C(F)F)NC=1C=NN(C1)C1CC1)=O